din-propyl-triethylsilyloxysilane C(CC)[SiH](O[Si](CC)(CC)CC)CCC